6-(3-propenoyl-3-azaspiro[5.5]undec-8-en-9-yl)-4-amino-7-methyl-7H-pyrrolo[2,3-d]pyrimidine-5-carbonitrile C(C=C)(=O)N1CCC2(CC1)CC=C(CC2)C2=C(C1=C(N=CN=C1N)N2C)C#N